CC=1C=C(C=NC1)COC1=CC=C(C=C1)C=1C=C(C(NC1C(F)(F)F)=O)C(=O)N 5-(4-((5-methylpyridin-3-yl)methoxy)phenyl)-2-oxo-6-(trifluoromethyl)-1,2-dihydropyridine-3-carboxamide